BrC1=C(C=C(CC2=NC3=C(N2CC2(CC2)CC#N)C=C(C=C3)C(=O)OC)C=C1)F Methyl 2-(4-bromo-3-fluorobenzyl)-1-((1-(cyanomethyl)cyclopropyl)methyl)-1H-benzo[d]imidazole-6-carboxylate